N-(methyl(oxo)(pyridin-4-yl)-λ6-sulfaneylidene)-5-(5-(trifluoromethyl)-1,2,4-oxadiazol-3-yl)pyrimidine-2-carboxamide CS(=NC(=O)C1=NC=C(C=N1)C1=NOC(=N1)C(F)(F)F)(C1=CC=NC=C1)=O